CC1=C(C=CC=C1)N1C(NC=C(C1=O)C(=O)NC1=CC(=C(C=C1)OC1=CC(=NC=2N1N=CC2)C)F)=O 3-(2-methylphenyl)-N-(3-fluoro-4-((5-methylpyrazolo[1,5-a]pyrimidine-7-yl)oxy)phenyl)-2,4-dioxo-1,2,3,4-tetrahydropyrimidine-5-carboxamide